ClC=1C=C(CN2N=C3N(CCCC3)C2=O)C=CC1 (5RS)-2-(3-Chlorobenzyl)-3-oxo-2,3,5,6,7,8-hexahydro[1,2,4]triazolo[4,3-a]pyridin